3-(7-bromo-4-methoxy-thieno[3,2-c]pyridin-6-yl)benzonitrile BrC=1C2=C(C(=NC1C=1C=C(C#N)C=CC1)OC)C=CS2